(2R,3S)-N-(2-amino-3-fluoro-4-((4-(trifluoromethyl)benzyl)amino)phenyl)-2,3-difluorononanamide NC1=C(C=CC(=C1F)NCC1=CC=C(C=C1)C(F)(F)F)NC([C@H]([C@H](CCCCCC)F)F)=O